(R)-N-(1-(7-(5-(3-chloro-2-cyanophenyl)-1-methyl-1H-pyrazol-4-yl)-4-oxo-3,4-dihydrophthalazin-1-yl)ethyl)-2-methylpropane-2-sulfinamide ClC=1C(=C(C=CC1)C1=C(C=NN1C)C1=CC=C2C(NN=C(C2=C1)C(C)N[S@](=O)C(C)(C)C)=O)C#N